FC(C1=C(OCC2=C(C=C(C=C2)[C@H]2C=3C(NC(C2)=O)=NNC3)OC)C=CC(=C1)C(F)(F)F)(F)F (4S)-4-(4-{[2,4-Bis(trifluoromethyl)phenoxy]methyl}-3-methoxyphenyl)-2H,4H,5H,6H,7H-pyrazolo[3,4-b]pyridin-6-on